4-[5-(aminomethyl)pyridin-2-yl]-3-(2-methyl-5-pyridin-2-ylpyrazol-3-yl)oxybenzonitrile NCC=1C=CC(=NC1)C1=C(C=C(C#N)C=C1)OC=1N(N=C(C1)C1=NC=CC=C1)C